[1,5]benzodiazepine-4[5H]-one N1=CCC(NC2=C1C=CC=C2)=O